CN1[C@H]2[C@@](CCC1)(CCC2)COC2=NC1=C(C(=CC=C1C(=N2)N2[C@H]1CO[C@@H](C2)C1)C1=CC(=CC2=CC=C(C(=C12)C#C)F)O)F 4-(2-{[(4as,7ar)-1-methyl-octahydro-1H-cyclopenta[b]pyridin-4a-yl]methoxy}-8-fluoro-4-[(1r,4r)-2-oxa-5-azabicyclo[2.2.1]hept-5-yl]quinazolin-7-yl)-5-ethynyl-6-fluoronaphthalene-2-ol